C(C)(C)OC1=CC=C(C=N1)NC(=O)[C@@H]1CC12CCN(CC2)C(=O)OC(C(F)(F)F)C(F)(F)F 1,1,1,3,3,3-hexafluoropropan-2-yl (R)-1-((6-isopropoxypyridin-3-yl)carbamoyl)-6-azaspiro[2.5]octane-6-carboxylate